tert-butyl 2-methyl-4-((tosyloxy)methyl)piperidine-1-carboxylate CC1N(CCC(C1)COS(=O)(=O)C1=CC=C(C)C=C1)C(=O)OC(C)(C)C